5-Cyclopropyl-N-(17-ethyl-1-((7-nitrobenzo[c][1,2,5]oxadiazol-4-yl)amino)-16-oxo-3,6,9,12-tetraoxa-15-azanonadecan-17-yl)-6-(4-fluorobenzyl)picolinamide C1(CC1)C=1C=CC(=NC1CC1=CC=C(C=C1)F)C(=O)NC(C(NCCOCCOCCOCCOCCNC1=CC=C(C2=NON=C21)[N+](=O)[O-])=O)(CC)CC